C1(CC1)C(=O)N1CCN(CC1)C(CCN(C(OC(C)(C)C)=O)C)=O tert-Butyl N-[3-[4-(cyclopropanecarbonyl)piperazin-1-yl]-3-oxo-propyl]-N-methyl-carbamate